5-(isoxazol-5-yl)-4-methoxy-N-(2-anthracenyl)pyrimidin-2-amine O1N=CC=C1C=1C(=NC(=NC1)NC1=CC2=CC3=CC=CC=C3C=C2C=C1)OC